1-tert-Butoxycarbonyl-5-bromo-6-methoxyindazole C(C)(C)(C)OC(=O)N1N=CC2=CC(=C(C=C12)OC)Br